COC1=C(C=CC(=C1)[N+](=O)[O-])[N+]#N The molecule is the aromatic diazonium ion formed from diazotisation of 2-methoxy-4-nitroaniline. The 5-sulfonaphthalene-1-sulfonate salt is the biological stain 'fast red B'